(2S)-2-(4-azaspiro[2.4]heptane-4-carbonylamino)-4-[2-ethoxyethyl-[4-(5,6,7,8-tetrahydro-1,8-naphthyridin-2-yl)butyl]amino]butanoic acid C1CC12N(CCC2)C(=O)N[C@H](C(=O)O)CCN(CCCCC2=NC=1NCCCC1C=C2)CCOCC